N-methyl-2,3-dihydro-1H-inden-2-amine CNC1CC2=CC=CC=C2C1